C=1N=CN2C1C1=CC=CC=C1[C@@H]2[C@@H]2CCC=1C=CN=CC1[C@@H]2O (7S,8R)-7-((S)-5H-imidazo[5,1-a]isoindol-5-yl)-5,6,7,8-tetrahydroisoquinolin-8-ol